1,1-bis(4-hydroxyphenyl)tridecane OC1=CC=C(C=C1)C(CCCCCCCCCCCC)C1=CC=C(C=C1)O